(S)-2-(1-(2-hydroxy-2-methylpropyl)-1H-pyrazol-4-yl)-N-(2-methyl-5-(2-(2-methylpyrrolidin-1-yl)acetamido)pyridin-3-yl)-1H-pyrrolo[2,3-b]pyridine-5-carboxamide OC(CN1N=CC(=C1)C1=CC=2C(=NC=C(C2)C(=O)NC=2C(=NC=C(C2)NC(CN2[C@H](CCC2)C)=O)C)N1)(C)C